4-((2-(azetidin-1-ylmethyl)-6-cyclopropylbenzyl)amino)-2,6-difluoro-N-(thiazol-4-yl)benzenesulfonamide 2,2,2-trifluoroacetate FC(C(=O)O)(F)F.N1(CCC1)CC1=C(CNC2=CC(=C(C(=C2)F)S(=O)(=O)NC=2N=CSC2)F)C(=CC=C1)C1CC1